cyclopentyl-methyl-iso-propoxysilane C1(CCCC1)[SiH](OC(C)C)C